C1(CC1)C([C@@H](C(=O)NC=1C=C2CC(CC2=CC1)(N1CC2(CC2)CNC1=O)C(NC)=O)NC(=O)C1=CC=NN1C(C)C)C1CC1 N-((2S)-1,1-dicyclopropyl-3-((2-(methylcarbamoyl)-2-(6-oxo-5,7-diazaspiro[2.5]octan-5-yl)-2,3-dihydro-1H-inden-5-yl)amino)-3-oxopropan-2-yl)-1-isopropyl-1H-pyrazole-5-carboxamide